(3-ACETYLPHENYL)boric acid C(C)(=O)C=1C=C(C=CC1)OB(O)O